2,3-bis(4-(hexadecyloxy)phenyl)quinoxaline C(CCCCCCCCCCCCCCC)OC1=CC=C(C=C1)C1=NC2=CC=CC=C2N=C1C1=CC=C(C=C1)OCCCCCCCCCCCCCCCC